diethyl (4-formylphenyl)phosphonate C(=O)C1=CC=C(C=C1)P(OCC)(OCC)=O